cis-12-pentadecen-1,15-olide C1(CCCCCCCCCC\C=C/CCO1)=O